Cl.[N+](=O)([O-])C1=CC=C(C=C1)S(=O)(=O)NC1=CC2=C(N=C(S2)NC(=O)C2CCNCC2)C=C1 N-(6-((4-Nitrophenyl)sulfonamido)benzo[d]thiazol-2-yl)piperidine-4-carboxamide hydrochloride